C(C=C)(=O)[O-].C(O)[NH3+] methylolammonium acrylate